CC1=CCC(C([C@@H]1OC(C)OCC(C)OC=C)C)C (6S)-1,4,5-trimethyl-6-[1-(2-vinyloxypropyloxy)ethoxy]cyclohexene